C1(=CC=CC2=CC=CC=C12)C[C@H](N)C(=O)O β-(1-Naphthyl)alanine